S(=O)(=O)(O)C1=CC=C(C[C@H](N)C(=O)O)C=C1 p-sulfophenylalanine